C(#N)C1=CC(=CC2=C1SC(=C2)C=2SC(=C(N2)C)C(=O)O)CC(C)C 2-(7-cyano-5-isobutyl-benzo[b]thiophen-2-yl)-4-methylthiazole-5-carboxylic acid